[I-].[Cd].[NH4+] ammonium cadmium iodide